3-([1,1'-biphenyl]-2-ylethynyl)-N-(2-(dimethylamino)ethyl)-1H-indazole-5-carboxamide C1(=C(C=CC=C1)C#CC1=NNC2=CC=C(C=C12)C(=O)NCCN(C)C)C1=CC=CC=C1